ClC1=CC(=C(C=C1F)C(CC)=O)O 1-(4-chloro-5-fluoro-2-hydroxyphenyl)propan-1-one